2-cyclobutylmethyl-3-butenoic acid C1(CCC1)CC(C(=O)O)C=C